N,N'-bis(3-(trifluoromethyl)phenyl)-6-(4-aminopiperidinyl)-[1,3,5]triazine-2,4-diamine FC(C=1C=C(C=CC1)NC1=NC(=NC(=N1)NC1=CC(=CC=C1)C(F)(F)F)N1CCC(CC1)N)(F)F